FC1=C(C=CC=C1)C1=C(C(=NC=2[C@H](N(CCC12)C1=C(N=CS1)C)C)N1CC2(CN(C2)C(C=C)=O)CC1)C#N (8R)-4-(2-fluorophenyl)-8-methyl-7-(4-methyl-1,3-thiazol-5-yl)-2-(2-(2-propenoyl)-2,6-diazaspiro[3.4]octan-6-yl)-5,6,7,8-tetrahydro-1,7-naphthyridine-3-carbonitrile